BrC=1SC(=CN1)[C@H]1[C@@H](C1)NC1CCC(CC1)NC(OC(C)(C)C)=O Tert-butyl (4-(((trans)-2-(2-bromothiazol-5-yl)cyclopropyl)amino)cyclohexyl)carbamate